CC1=NC(=NC=C1)C1=CC=C(OC2=C3CCC(C3=CC=C2[N+](=O)[O-])OP(=O)(N2CC2)N2CC2)C=C1 bis(aziridin-1-yl)phosphinic acid 4-(4-(4-methylpyrimidin-2-yl) phenoxy)-5-nitro-2,3-dihydro-1H-inden-1-yl ester